C1(=CC=CC=C1)N1C2=CC=CC=C2C=2C=C(C=CC12)N(C1=CC=CC=C1)C1=C(C=2N(C3=CC=CC=C3C2C=C1)C1=CC=CC=C1)N(C=1C=CC=2N(C3=CC=CC=C3C2C1)C1=CC=CC=C1)C1=CC=CC=C1 bis[N-(9-phenylcarbazol-3-yl)-N-phenylamino]-9-phenylcarbazole